sodium [3-[3-(2-amino-2-oxo-ethyl)pyrazol-1-yl]-7-oxo-1,6-diazabicyclo[3.2.1]oct-3-en-6-yl] sulfate S(=O)(=O)(ON1C2C=C(CN(C1=O)C2)N2N=C(C=C2)CC(=O)N)[O-].[Na+]